N[C@@H]1[C@@H](OCC12CCN(CC2)C=2NC(C1=C(N2)NN=C1C1(CC1)C=1C=NC=CC1)=O)C 6-((3S,4S)-4-amino-3-methyl-2-oxa-8-azaspiro[4.5]decan-8-yl)-3-(1-(pyridin-3-yl)cyclopropyl)-1,5-dihydro-4H-pyrazolo[3,4-d]pyrimidin-4-one